(dimethylsilyl)(aminodimethylsilyl)isopropylamine C[SiH](C)N(C(C)C)[Si](C)(C)N